C(C)(C)(C)P(C1=CC(=CC(=C1)OC(F)(F)F)OC(F)(F)F)C(C)(C)C di-(tert-butyl)(3,5-di-(trifluoromethoxy)phenyl)phosphine